ONC(CC=1C=C2N(CCN(C2=CC1)C)C1=C2C=C(C(N(C2=CC(=C1)OC)C)=O)C)=O N-hydroxy-2-(4-(7-methoxy-1,3-dimethyl-2-oxo-1,2-dihydroquinolin-5-yl)-1-methyl-1,2,3,4-tetrahydroquinoxalin-6-yl)acetamide